[Zn+2].S(=O)(=O)([O-])[O-] sulfate zinc salt